((3-(Naphthalen-2-ylmethyl)-1,2,4-oxadiazol-5-yl)methyl)acrylic acid C1=C(C=CC2=CC=CC=C12)CC1=NOC(=N1)CC(C(=O)O)=C